2,4-dimethylbenzo[d]thiazole CC=1SC2=C(N1)C(=CC=C2)C